3-[5-({[4-(aminomethyl)phenyl]methyl}amino)-4-fluoro-3-[1-(morpholine-4-carbonyl)-3-oxopiperidin-4-yl]-1H-pyrazole-1-carbonyl]benzoic acid NCC1=CC=C(C=C1)CNC1=C(C(=NN1C(=O)C=1C=C(C(=O)O)C=CC1)C1C(CN(CC1)C(=O)N1CCOCC1)=O)F